[C-]1(C=CC=C1)[SiH3].[CH-]1C=CC=C1.[Fe+2] Ferrocenyl-silane